C1(CC1)C1=C(C(=O)NCC2=CC(=NO2)C)C=CC(=C1)OC 2-cyclopropyl-4-methoxy-N-((3-methylisoxazol-5-yl)methyl)benzamide